C(C)(C)C1=CNC2=CC=C(C=C12)C1=CC(N(CC1)C(=O)OC(C)(C)C)=O tert-butyl 4-(3-isopropyl-1H-indol-5-yl)-2-oxo-5,6-dihydropyridine-1(2H)-carboxylate